BrC1=NN(C(C2=CC=C(C=C12)Br)=O)CC(=O)OC methyl 2-(4,6-dibromo-1-oxophthalazin-2(1H)-yl)acetate